(1,5-cyclooctadienyl)dimethylplatinum C1(=CCCC=CCC1)[Pt](C)C